C(#N)C1=CC(=NC=C1)N1S(CCC1C(=O)NC1=CC(=CC=C1)F)(=O)=O 4-cyanopyridin-2-yl-N-(3-fluorophenyl)-isothiazolidine-3-carboxamide 1,1-dioxide